C(CCCCCCCCCCCCCCC)NC1CC1 hexadecyl-cyclopropylamine